2-(4-(methoxycarbonyl)piperidin-1-yl)benzo[d]thiazole-6-carboxylic acid COC(=O)C1CCN(CC1)C=1SC2=C(N1)C=CC(=C2)C(=O)O